NC1=C(SC=2N=C(SC21)C)C(=O)NC2CC=1C=C(C(=NC1CC2)N2CC(C(C2)CF)N)F 6-amino-N-{2-[3-amino-4-(fluoromethyl)pyrrolidin-1-yl]-3-fluoro-5,6,7,8-tetrahydroquinolin-6-yl}-2-methylthieno[2,3-d][1,3]thiazole-5-carboxamide